FC=1C=C2C(=NNC2=CC1F)C=1C=CC(=NC1)C(C)(C)O 2-[5-(5,6-difluoro-1H-indazol-3-yl)pyridin-2-yl]propan-2-ol